ClC1=C(N=C(C(=N1)C(=O)OC)NC=1C(=NN(C1)C)C)C1CC1 methyl 6-chloro-5-cyclopropyl-3-[(1,3-dimethyl-1H-pyrazol-4-yl)amino]pyrazine-2-carboxylate